1-benzyl-2,2-dimethylpiperidin-3-one C(C1=CC=CC=C1)N1C(C(CCC1)=O)(C)C